The molecule is a polyunsaturated fatty acyl CoA(4-) obtained by deprotonation of the phosphate and diphosphate OH groups of (3E,5Z,8Z,11Z,14Z)-icosapentaenoyl-CoA; major species at pH 7.3. It is a polyunsaturated fatty acyl-CoA(4-), a long-chain fatty acyl-CoA(4-) and a (3E,5Z)-dienoyl-CoA(4-). It is a conjugate base of a (3E,5Z,8Z,11Z,14Z)-icosapentaenoyl-CoA. CCCCC/C=C\\C/C=C\\C/C=C\\C/C=C\\C=C\\CC(=O)SCCNC(=O)CCNC(=O)[C@@H](C(C)(C)COP(=O)([O-])OP(=O)([O-])OC[C@@H]1[C@H]([C@H]([C@@H](O1)N2C=NC3=C(N=CN=C32)N)O)OP(=O)([O-])[O-])O